2-[1-(2-{5-[(3R)-oxolan-3-yloxy]-1H-indazol-3-yl}pyrimidin-4-yl)-1H-pyrazole-4-yl]ethanol O1C[C@@H](CC1)OC=1C=C2C(=NNC2=CC1)C1=NC=CC(=N1)N1N=CC(=C1)CCO